Cl.OCC(=O)N1CCN(CC1)C1=CC=C(C=C1)C=1C=2N(C=C(C1)C=1C=NN(C1)C)N=CC2C#N 4-(4-(4-(2-hydroxyacetyl)piperazin-1-yl)phenyl)-6-(1-methyl-1H-pyrazol-4-yl)pyrazolo[1,5-a]pyridine-3-carbonitrile hydrochloride